7-[2-(6-methyl-pyridin-2-yl)-6,7-dihydro-5H-imidazo[1,2-a]Imidazol-3-yl]-2-pyrazol-1-yl-quinoxaline CC1=CC=CC(=N1)C=1N=C2N(C1C1=CC=C3N=CC(=NC3=C1)N1N=CC=C1)CCN2